BrC1=CC(=CC=C1)OC1=CC(=CC=C1)C(F)(F)F 1-bromo-3-(3-(trifluoromethyl)phenoxy)benzene